galloyl alcohol C(C1=CC(O)=C(O)C(O)=C1)(=O)O